COC1=CC(=C(C(=C1)C)S(=O)(=O)NC1=C(C(=CC(=C1)C(F)(F)F)C(F)(F)F)C)C 4-methoxy-2,6-dimethyl-N-(2-methyl-3,5-bis(trifluoromethyl)phenyl)benzene-sulfonamide